BrC1N(C=CC=C1)C 2-bromo-1-methylpyridin